(5aS,6R,11bS)-14-benzyl-3-(2-(4-methyl-1H-pyrazol-1-yl)ethyl)-2,3,4,5,6,7-hexahydro-6,11b-(epiminoethano)naphtho[1,2-d]azepine-5a,10(1H)-diol C(C1=CC=CC=C1)N1CC[C@]23CCN(CC[C@]2([C@H]1CC1=CC=C(C=C13)O)O)CCN1N=CC(=C1)C